4-amino-N,7-dimethyl-N-((5-(trifluoromethyl)pyridin-2-yl)methyl)imidazo[1,5-a]quinoxaline-8-carboxamide NC=1C=2N(C3=CC(=C(C=C3N1)C)C(=O)N(CC1=NC=C(C=C1)C(F)(F)F)C)C=NC2